COC1=CC=C(C(=O)NC=2C=NC(=NC2)C2=NC=CC=C2)C=C1 4-methoxy-N-(2-(pyridin-2-yl)pyrimidin-5-yl)benzamide